N-(5-(2-((1S,4R)-2-azabicyclo[2.2.1]heptan-2-yl)acetamido)-2-methylpyridin-3-yl)-6-(1-(2-(methylamino)-2-oxoethyl)-1H-pyrazol-4-yl)pyrazolo[1,5-a]pyrazine-3-carboxamide [C@H]12N(C[C@H](CC1)C2)CC(=O)NC=2C=C(C(=NC2)C)NC(=O)C=2C=NN1C2C=NC(=C1)C=1C=NN(C1)CC(=O)NC